C(C1=CC=CC=C1)(=O)C1=C(C(=O)NC=2C=NC(=C(C2)S(NC2=CC=C(C=C2)Cl)(=O)=O)OC)C=CC=C1 2-benzoyl-N-(5-(N-(4-chlorophenyl)sulfamoyl)-6-methoxypyridin-3-yl)benzamide